[(2R)-oxolan-2-yl][6-{1-[6-(trifluoromethyl)-1H-imidazo[4,5-b]pyridin-2-yl]cyclobutyl}-3,4-dihydroquinolin-1(2H)-yl]methanone O1[C@H](CCC1)C(=O)N1CCCC2=CC(=CC=C12)C1(CCC1)C=1NC=2C(=NC=C(C2)C(F)(F)F)N1